N1N=CC(=C1)C=O 1H-pyrazole-4-Formaldehyde